ClC=1C=CC(=C2C=NNC12)C#C[Si](C)(C)C 7-chloro-4-[2-(trimethylsilyl)ethynyl]-1H-indazole